NCC(=O)C1=C(C=CC=C1)O amino-2'-hydroxyacetophenone